diazaspiro[3.4]octane-8-carboxamide 2,2,2-trifluoroacetate FC(C(=O)O)(F)F.N1NCC12CCCC2C(=O)N